OCC[N+]1(CN(CCC1)C)C 2-hydroxyethyl-1,3-dimethyl-1,4,5,6-tetrahydropyrimidinium